FC(C(=O)O)(F)F.FC1=CC2=C(N(C(N=C2N2[C@H](CNCC2)C)=O)C=2C(=NC=CC2C)C(C)C)N=C1C1=C(C=CC=C1SC)F 6-fluoro-7-(2-fluoro-6-(methylthio)phenyl)-1-(2-isopropyl-4-methylpyridin-3-yl)-4-((S)-2-methylpiperazin-1-yl)pyrido[2,3-d]pyrimidin-2(1H)-one trifluoroacetate